1,4-dimethyl-1,2,4-triazolium iodide CN1C=[N+](C=N1)C.[I-]